ClC=1C=C(C=NC1F)C=1C=NC=2CCN(CC2C1)C=1C(=CC=2N(N1)C(C=CN2)=O)C 7-(3-(5-chloro-6-fluoropyridin-3-yl)-7,8-dihydro-1,6-naphthyridin-6(5H)-yl)-8-methyl-4H-pyrimido[1,2-b]pyridazin-4-one